1-(6-chloro-1-(6-(1,1-difluoroethyl)pyrazin-2-yl)-1H-pyrazolo[4,3-c]pyridin-3-yl)-N,N,3-trimethylpyrrolidin-3-amine ClC1=CC2=C(C=N1)C(=NN2C2=NC(=CN=C2)C(C)(F)F)N2CC(CC2)(N(C)C)C